COC=1C=C(CN2C=NC=3C2=NC=C(C3)C=3OC(=NN3)C3CCNCC3)C=CC1OCC=1C=NC(=CC1)OC 2-(3-(3-Methoxy-4-((6-methoxypyridin-3-yl)methoxy)benzyl)-3H-imidazo[4,5-b]pyridin-6-yl)-5-(piperidin-4-yl)-1,3,4-oxadiazole